methyl (1R,2S,5S)-3-[(2S,3R)-2-(tert-butoxycarbonylamino)-3-methyl-pentanoyl]-6,6-dimethyl-3-azabicyclo[3.1.0]hexane-2-carboxylate C(C)(C)(C)OC(=O)N[C@H](C(=O)N1[C@@H]([C@H]2C([C@H]2C1)(C)C)C(=O)OC)[C@@H](CC)C